C(CCCCCCCCCCCCCCCCC)N1C(=C(C(C2=CC=CC=C12)=O)OCC1=CC=C(C=C1)OC)C1=CC=CC=C1 N-octadecyl-2-phenyl-3-(4-methoxybenzyloxy)-quinolin-4-one